(R)-4-(7-isopropoxyimidazo[1,2-a]pyridin-3-yl)-N-(piperidin-3-yl)pyrimidin-2-amine C(C)(C)OC1=CC=2N(C=C1)C(=CN2)C2=NC(=NC=C2)N[C@H]2CNCCC2